3-chloro-N,N-dimethylpropan-1-amine-hydrochloride salt Cl.ClCCCN(C)C